1,3-diaminopropyl-1,1,3,3-tetramethyldisiloxane NC(CCN)[Si](O[SiH](C)C)(C)C